N-(2-bromo-5-nitrophenyl)methanesulfonamide BrC1=C(C=C(C=C1)[N+](=O)[O-])NS(=O)(=O)C